tert-butyl 1-carbonyl-1,3-dihydrospiro[indene-2,4'-piperidine]-1'-carboxylate C(=O)=C1C2=CC=CC=C2CC12CCN(CC2)C(=O)OC(C)(C)C